COC12CC3(CC(CC(C1)C3)C2)NC=2N(C(CN2)=O)C 2-[(3-methoxy-1-adamantyl)amino]-1-methyl-4H-imidazol-5-one